3-[[1-(cyclobutyl-methyl)-8-dimethylamino-2-oxo-8-phenyl-1,3-diazaspiro[4.5]decan-3-yl]-methyl]-benzonitrile C1(CCC1)CN1C(N(CC12CCC(CC2)(C2=CC=CC=C2)N(C)C)CC=2C=C(C#N)C=CC2)=O